3-(dimethylamino)-N-(2-hydroxy-3-(piperidin-1-yl)propoxy)propanimidoyl bromide CN(CCC(=NOCC(CN1CCCCC1)O)Br)C